6-(7-(3-((1-(3,4-difluorophenyl)cyclopropyl)amino)propanoyl)-3-oxa-7,9-diazabicyclo[3.3.1]nonan-9-yl)nicotinonitrile FC=1C=C(C=CC1F)C1(CC1)NCCC(=O)N1CC2COCC(C1)N2C2=NC=C(C#N)C=C2